Mercapto-Maleimide SC=1C(=O)NC(C1)=O